FC=1C=2N(C=C(C1)C1=NC(=C(C(=N1)C)C(=O)N[C@@H]1C[C@@H](N(CC1)C(=O)OC(C)(C)C)C)C)C=C(N2)C tert-butyl (2S,4S)-4-[[2-(8-fluoro-2-methyl-imidazo[1,2-a]pyridin-6-yl)-4,6-dimethyl-pyrimidine-5-carbonyl]amino]-2-methyl-piperidine-1-carboxylate